Dimethyl octane-1,4-dicarboxylate C(CCC(CCCC)C(=O)OC)C(=O)OC